N(=NC(C(=O)NCCC(NCCC[Si](OCC)(OCC)OCC)=O)(C)C)C(C(=O)NCCC(NCCC[Si](OCC)(OCC)OCC)=O)(C)C azobis[N-[2-(triethoxysilylpropylcarbamoyl)ethyl]isobutyramide]